3-[2-(2-aminopyrimidin-5-yl)ethynyl]-N-(4,4-difluoro-6,7-dihydro-5H-pyrazolo[1,5-a]pyridin-2-yl)-4-methyl-benzamide NC1=NC=C(C=N1)C#CC=1C=C(C(=O)NC2=NN3C(C(CCC3)(F)F)=C2)C=CC1C